FC(C1=CC=2NCC[C@@H]3N(C2N=C1)CCNC3)(F)F (S)-3-(trifluoromethyl)-5,6,7,7a,8,9,10,11-octahydropyrazino[1,2-d]pyrido[3,2-b][1,4]diazepine